C(SC=1C=NC(=CC1)C(F)(F)F)(OCC)=S O-ethyl S-(6-(trifluoromethyl) pyridin-3-yl) dithiocarbonate